C(#N)C=1C(=NC=CC1)SC(C(C1=CC=CC=C1)C(C#N)C#N)CC 2-[2-[(3-cyano-2-pyridyl)sulfanyl]-1-phenyl-butyl]propanedinitrile